1-(4-fluoro-3-isopropyl-2-(8-methoxy-[1,2,4]triazolo[1,5-a]pyridin-6-yl)-1H-pyrrolo[2,3-c]pyridin-5-yl)-N-isopropyl-N-methylpiperidin-4-amine FC1=C2C(=CN=C1N1CCC(CC1)N(C)C(C)C)NC(=C2C(C)C)C=2C=C(C=1N(C2)N=CN1)OC